(S)-2-((6-((4-acetyl-3-fluorobenzyl)oxy)-3',6'-dihydro-[2,4'-bipyridine]-1'(2'H)-yl)methyl)-1-(oxetan-2-ylmethyl)-1H-benzo[d]imidazole-6-carboxylic acid methyl ester COC(=O)C=1C=CC2=C(N(C(=N2)CN2CCC(=CC2)C2=NC(=CC=C2)OCC2=CC(=C(C=C2)C(C)=O)F)C[C@H]2OCC2)C1